5-(4-(((2s,6r)-6-((3-fluoroazetidin-1-yl)methyl)-6-methyl-1,4-dioxan-2-yl)methoxy)phenyl)-2-oxo-6-(trifluoromethyl)-1,2-dihydropyridine-3-carboxamide FC1CN(C1)C[C@@]1(COC[C@H](O1)COC1=CC=C(C=C1)C=1C=C(C(NC1C(F)(F)F)=O)C(=O)N)C